Sodium cerium phosphate P(=O)([O-])([O-])[O-].[Ce+3].[Na+]